C(C)(C)(C)OC(=O)N1CCC(CC1)C1=NC(=NO1)C=1C=NC=C(C1)[C@](C1=CC=C(C=C1)C(C)C)(O)C1(CN(C1)C)C 4-(3-{5-[(R)-(1,3-Dimethyl-azetidin-3-yl)-hydroxy-(4-isopropyl-phenyl)-methyl]-pyridin-3-yl}-[1,2,4]oxadiazol-5-yl)-piperidine-1-carboxylic acid tert-butyl ester